4-(3-phenyloxiran-2-yl)benzonitrile C1(=CC=CC=C1)C1C(O1)C1=CC=C(C#N)C=C1